COC1CN(CCOCC1)C(=O)[O-] 6-methoxy-1,4-oxazocane-4-carboxylate